3-(2-methyl-4-oxo-5-((4-(thiomorpholinomethyl)phenyl)ethynyl)quinazolin-3(4H)-yl)piperidine-2,6-dione CC1=NC2=CC=CC(=C2C(N1C1C(NC(CC1)=O)=O)=O)C#CC1=CC=C(C=C1)CN1CCSCC1